2,9-dimethyl-4,7-diphenyl-phenanthrene CC1=CC=2C=C(C3=CC(=CC=C3C2C(=C1)C1=CC=CC=C1)C1=CC=CC=C1)C